4-fluoro-N-(2-(2-fluoro-3,4-dihydroxy-5-methoxyphenyl)-1-(3-methyloxetan-3-yl)-1H-benzo[d]imidazol-6-yl)benzamide FC1=CC=C(C(=O)NC=2C=CC3=C(N(C(=N3)C3=C(C(=C(C(=C3)OC)O)O)F)C3(COC3)C)C2)C=C1